C(C1=CC=CC=C1)N1CC(CC1)NC(=O)NC1=CC(=CC=C1)Cl 1-(1-benzylpyrrolidine-3-yl)-3-(3-chlorophenyl)urea